C(CC)[SiH2]C1=C(C=CC=C1)O propyl-(hydroxyphenyl)silane